CC1(CN2CCCC3=CC=CC1=C23)C 1,1-dimethyl-5,6-dihydro-4H-pyrrolo[3,2,1-ij]quinoline